C1NCCC=2C(=CC=CC12)C#N 1,2,3,4-tetrahydroisoquinoline-5-carbonitrile